6-(4-hydroxycyclohex-1-en-1-yl)isoindoline-2-carboxylate OC1CC=C(CC1)C1=CC=C2CN(CC2=C1)C(=O)[O-]